7-pentadecylether CCCCCCC(CCCCCCCC)OC(CCCCCC)CCCCCCCC